4-(2,5-dimethyl-1H-pyrrol-1-yl)-2-fluorobenzonitrile CC=1N(C(=CC1)C)C1=CC(=C(C#N)C=C1)F